1-(2-thienyl)isoquinoline S1C(=CC=C1)C1=NC=CC2=CC=CC=C12